FC1=C(C#N)C=C(C(=C1C)CO)C 2-fluoro-4-(hydroxymethyl)-3,5-dimethylbenzonitrile